1-(hydroxymethyl)benzotriazole OCN1N=NC2=C1C=CC=C2